3-chloro-2-(3-isopropylpyrrolidin-1-yl)aniline ClC=1C(=C(N)C=CC1)N1CC(CC1)C(C)C